methoxybis(2,6-di-t-butylphenoxy)aluminum CO[Al](OC1=C(C=CC=C1C(C)(C)C)C(C)(C)C)OC1=C(C=CC=C1C(C)(C)C)C(C)(C)C